4-((4-(2-chloropyridin-3-yl)-1H-pyrazol-1-yl)methyl)-2-fluorocyclopentan-1-ol ClC1=NC=CC=C1C=1C=NN(C1)CC1CC(C(C1)O)F